[Si](C1=CC=CC=C1)(C1=CC=CC=C1)(C(C)(C)C)OC[C@@H](C)O (R)-1-((tert-butyldiphenylsilyl)oxy)propane-2-ol